C(C)(=O)OC(=CC1C2=CC=CC=C2OC=2C(=CC=CC12)C)C1=CC=CC=C1 2-(4-methyl-9H-xanthen-9-yl)-1-phenylvinyl acetate